C(C)(C)C1=C(NC=2N(C1=O)N=CC2C=2C=NN(C2)COCC[Si](C)(C)C)C 6-isopropyl-5-methyl-3-(1-((2-(trimethylsilyl)ethoxy)methyl)-1H-pyrazol-4-yl)pyrazolo[1,5-a]pyrimidin-7(4H)-one